CC1=C(C=CC=C1)C(C(=O)OC)=NOC methyl 2-(2-methylphenyl)-2-methoxyiminoacetate